BrC1=CC2=CNN=C2C=C1OC1COCC1 5-Bromo-6-((tetrahydrofuran-3-yl)oxy)-2H-indazole